benzyl ((S)-2,2-dicyclopropyl-1-(2-(((3R,5R)-2-oxo-5-(trifluoromethyl)piperidin-3-yl)methyl)-3-(tetrahydro-2H-pyran-4-yl)imidazo[1,2-b][1,2,4]triazin-6-yl)ethyl)carbamate C1(CC1)C([C@@H](C=1N=C2N(N=C(C(=N2)C2CCOCC2)C[C@@H]2C(NC[C@@H](C2)C(F)(F)F)=O)C1)NC(OCC1=CC=CC=C1)=O)C1CC1